N-[1-[5-[2-(tert-butylsulfamoyl)-4-(isopropoxycarbonylamino)phenyl]thiazol-2-yl]-4-piperidinyl]carbamic acid isopropyl ester C(C)(C)OC(NC1CCN(CC1)C=1SC(=CN1)C1=C(C=C(C=C1)NC(=O)OC(C)C)S(NC(C)(C)C)(=O)=O)=O